3-methyl-4-((3S,5S)-3,4,5-trimethylpiperazin-1-yl)aniline CC=1C=C(N)C=CC1N1C[C@@H](N([C@H](C1)C)C)C